BrCC1=C(C(=O)OC)C=C(C=C1C(F)(F)F)CN1C[C@H](OCC1)COS(=O)(=O)C methyl 2-(bromomethyl)-5-[[(2S)-2-[(methanesulfonyloxy)methyl] morpholin-4-yl]methyl]-3-(trifluoromethyl)benzoate